ClC=1C(=NC(=NC1)NC1CCN(CC1)C(C)=O)C1=CC2=C(N=C3N2CCCN3C)C(=C1)F 1-(4-((5-chloro-4-(9-fluoro-1-methyl-1,2,3,4-tetrahydrobenzo[4,5]imidazo[1,2-a]pyrimidin-7-yl)pyrimidin-2-yl)amino)piperidin-1-yl)ethan-1-one